FC(OC=1C=C(C=CC1)C(CCC(F)F)=NS(=O)C(C)(C)C)F N-(1-(3-(difluoromethoxy)phenyl)-4,4-difluorobutylidene)-2-methylpropane-2-sulfinamide